C1=COC(=C1C(=O)NN)C(=O)NN furandihydrazide